(R)-3-(2,5-Dimethyl-2,3-dihydroimidazolo[2,1-b]oxazol-6-yl)-N-(4-methoxybenzyl)-N-methyl-4-((5-(Trifluoromethyl)pyridin-2-yl)amino)benzenesulfonamide C[C@@H]1CN2C(O1)=NC(=C2C)C=2C=C(C=CC2NC2=NC=C(C=C2)C(F)(F)F)S(=O)(=O)N(C)CC2=CC=C(C=C2)OC